N(=[N+]=[N-])C1=CC=C(C[C@H](N)C(=O)O)C=C1 para-azido-L-phenylalanine